ClC=1C=C(C=CC1F)NC(=O)C1=C(N=CN1C)C1CC2CC(CC2C1)(O)C=1C(=NN(C1)C(C(=O)OCC)(C)C)C(F)F ethyl 2-(4-(5-(5-((3-chloro-4-fluorophenyl)carbamoyl)-1-methyl-1H-imidazol-4-yl)-2-hydroxyoctahydropentalen-2-yl)-3-(difluoromethyl)-1H-pyrazol-1-yl)-2-methylpropanoate